C(C)(=O)[O-].C[NH+](C)CCCCCC N,N-dimethylhexylammonium acetate